C(C1=CC=CC=C1)O[C@@H]1[C@@H]([C@H]([C@@H]2OC(OC[C@H]2O1)C1=CC=CC=C1)O[C@@H](C(=O)N[C@H](C(=O)[O-])CCC=O)C)NC(=O)OCC (2S)-2-((2R)-2-(((4aR,6S,7R,8R,8aS)-6-(benzyloxy)-7-((ethoxycarbonyl) amino)-2-phenylhexahydropyrano[3,2-d][1,3]dioxin-8-yl) oxy) propionylamino)-5-oxopentanoate